FC(S(=O)(=O)OC1=CC=CC2=CC(=C(C(=C12)C#C[Si](C(C)C)(C(C)C)C(C)C)F)F)(F)F 6,7-Difluoro-8-((triisopropylsilyl)ethynyl)naphthalen-1-yl trifluoromethanesulfonate